3-Cyclopropyl-7-{3-[3-methyl-4-(piperazine-1-carbonyl)phenyl]-1H-pyrazolo[3,4-b]pyridin-5-yl}-2,3,4,5-tetrahydro-1H-3-benzazepine C1(CC1)N1CCC2=C(CC1)C=CC(=C2)C=2C=C1C(=NC2)NN=C1C1=CC(=C(C=C1)C(=O)N1CCNCC1)C